FCC(C)(C)NC(=O)C=1C2=CC=CC2=CC1 pentalene-4-carboxylic acid (2-fluoro-1,1-dimethyl-ethyl)-amide